FC(C(=O)O)(F)F.CCC(CC)NC(=O)C1=CN=C(O1)C=1C=C(C=CC1)C1=CC(=NN1)C(=O)N[C@@H](C(=O)OCC)C1=CC=CC=C1 (R)-Ethyl 2-(5-(3-(5-(pentan-3-ylcarbamoyl) oxazol-2-yl) phenyl)-1H-pyrazole-3-carboxamido)-2-phenylacetate trifluoroacetate